ClC=1C=C(C=CC1F)C=1N=CN(C1C=1C=CC=2N(C1)C(=CN2)C(=O)N)CC(F)F 6-(4-(3-chloro-4-fluorophenyl)-1-(2,2-difluoroethyl)-1H-imidazol-5-yl)imidazo[1,2-a]pyridine-3-carboxamide